2,5-di(tetradecyl)-6-(thiophen-2-yl)pyrrolo[3,4-c]pyrrole-1,4-dione C(CCCCCCCCCCCCC)N1C(C2=C(N(C(C2=C1)=O)CCCCCCCCCCCCCC)C=1SC=CC1)=O